6-(isopropyl(octyl)amino)pyridine-2,4-diol C(C)(C)N(C1=CC(=CC(=N1)O)O)CCCCCCCC